N1=NN=C(C=C1)C1=C(C=CC=C1)C1=C(C=CC=2OC3=C(C21)C=CC=C3)C3=CC=CC=C3 triazinyl(phenyldibenzofuranyl)benzene